FC1=NC=CC(=C1)[C@@]12C[C@@]1([C@H]1C[C@@H]([C@@H]2O1)O)C(=O)NC1=CC(=CC=C1)C(F)(F)F |r| rac-(1r,2r,4s,5r,6s)-4-(2-fluoropyridin-4-yl)-6-hydroxy-N-(3-(trifluoromethyl)phenyl)-8-oxatricyclo[3.2.1.02,4]octane-2-carboxamide